1-chloro-4-nitrobenzene-d ClC1=C(C=C(C=C1)[N+](=O)[O-])[2H]